Cl.O[C@@H]1C[C@H](N(C1)C([C@H](C(C)(C)C)NC(OCCCC)=O)=O)C(N[C@@H](C)C1=CC=C(C=C1)C1=C(N=CS1)C)=O butyl N-[(2S)-1-[(2S,4R)-4-hydroxy-2-[[(1S)-1-[4-(4-methyl-1,3-thiazol-5-yl)phenyl]ethyl] carbamoyl] pyrrolidin-1-yl]-3,3-dimethyl-1-oxobutan-2-yl]carbamate hydrochloride